C1(=CC(=CC=C1)N)N M-PHENYLENEDIAMINE